ethyl 3-(4-iodophenyl)-3-aminoacrylate IC1=CC=C(C=C1)C(=CC(=O)OCC)N